C1(CC1)N1N=CC(=C1C)I cyclopropyl-4-iodo-5-methyl-1H-pyrazole